C(C)OC(=O)C1(OC(C=2C(=C3C4C(C(OC3=CC2CCCCC)(C)C)CCC(=C4)C)O1)=O)C Ethyl-2,8,8,11-tetramethyl-4-oxo-5-pentyl-8a,9,10,12a-tetrahydro-4H,8H-benzo[c][1,3]dioxino[4,5-f]chromen-2-carboxylat